C(\C=C/C(=O)O)(=O)O.O=C[C@H](O)[C@@H](O)[C@H](O)[C@H](O)CO dextrose maleate